4-(5-(5-((R)-1-(3,5-dichloropyridin-4-yl)ethoxy)-6-methyl-1-(tetrahydro-2H-pyran-2-yl)-1H-indazol-3-yl)pyridin-2-yl)-N-methyl-benzamide ClC=1C=NC=C(C1[C@@H](C)OC=1C=C2C(=NN(C2=CC1C)C1OCCCC1)C=1C=CC(=NC1)C1=CC=C(C(=O)NC)C=C1)Cl